4-(4-tert-butylphenyl)-N-[4-(4-tert-butylphenyl)phenyl]-N-[4-(7-ethynyl-9,9-dioctyl-fluoren-2-yl)phenyl]aniline C(C)(C)(C)C1=CC=C(C=C1)C1=CC=C(N(C2=CC=C(C=C2)C2=CC=3C(C4=CC(=CC=C4C3C=C2)C#C)(CCCCCCCC)CCCCCCCC)C2=CC=C(C=C2)C2=CC=C(C=C2)C(C)(C)C)C=C1